COC(=O)C=1C(=CC=2N(C1)C=C(N2)C21COC(C2)(C1)C)O[C@@H](C)CC (S)-7-(sec-butoxy)-2-(1-methyl-2-oxabicyclo[2.1.1]Hex-4-yl)imidazo[1,2-a]pyridine-6-carboxylic acid methyl ester